Cl.N[C@@H]1CC[C@H](CC1)NC(C)=O N-((trans)-4-Aminocyclohexyl)acetamide hydrochloride